C(C1=CC=CC=C1)OCCN1C(N(C=C(C1=O)C1=C(C(=CC=C1)C)C)CC(N1CCC(CC1)N1C(NC2=C(CC1)C=CC=C2)=O)=O)=O 3-(2-benzyloxy-ethyl)-5-(2,3-dimethyl-phenyl)-1-{2-oxo-2-[4-(2-oxo-1,2,4,5-tetrahydro-benzo[d][1,3]diazepin-3-yl)-piperidin-1-yl]-ethyl}-1H-pyrimidine-2,4-dione